N1(CCN(CC1)CCCNC(CCCSCCC(=O)OCCCCCCCCCCCC)=N)CCCNC(CCCSCCC(=O)OCCCCCCCCCCCC)=N didodecyl 3,3'-((((piperazine-1,4-diylbis(propane-3,1-diyl))bis(azanediyl))bis(4-iminobutane-4,1-diyl))bis(sulfanediyl))dipropionate